ethyl 4-(2-(bicyclo[1.1.1]pentan-1-ylamino)-2-oxoacetyl)-1,3-dimethyl-1H-pyrrole-2-carboxylate C12(CC(C1)C2)NC(C(=O)C=2C(=C(N(C2)C)C(=O)OCC)C)=O